FC(C1=CC=C(C=C1)SC1=NC=CC=C1C1=CC=C(C=C1)P1(CCNCC1)=O)(F)F 4-[4-[2-[4-(trifluoromethyl)phenyl]sulfanyl-3-pyridyl]phenyl]-1,4-azaphosphinane 4-oxide